zirconium tetrabutoxide [O-]CCCC.[O-]CCCC.[O-]CCCC.[O-]CCCC.[Zr+4]